COC1=CC=C(C=C1)N(C1=CC=C(C=C1)C=1SC=C2SC(=CC21)C(=O)OCC)C2=CC=C(C=C2)OC 4-(4-(bis(4-methoxyphenyl)amino)phenyl)-2-(ethoxycarbonyl)thieno[3,4-b]thiophene